4-bromophenyl methoxy-alaninyl phosphate P(=O)(OC1=CC=C(C=C1)Br)(OC([C@@H](NOC)C)=O)[O-]